CS(=O)(=O)C1=NC=CC=C1C1=C(C=NC=C1)C(=O)N (methylsulfonyl)-[3,4'-bipyridine]-3'-carboxamide